C(C)(=O)OC1(CCCC1)O 2-hydroxy-2-cyclopentyl acetate